(1-((3r,5r,7r)-adamantan-1-yl)-2-oxo-2-((tetrahydro-2H-pyran-4-yl)amino)ethyl)-N-(3-chloro-4-(cyclopropylmethoxy)phenyl)propiolamide C12(CC3CC(CC(C1)C3)C2)C(C(NC2CCOCC2)=O)C#CC(=O)NC2=CC(=C(C=C2)OCC2CC2)Cl